S(C1=CC=C(C=C1)O)C1=CC=C(C=C1)O 4,4'-(thiodiphenol)